S(C#N)C(CC[Si](OC)(OC)OC)SC#N 3-thiocyano(thiocyanato)propyltrimethoxysilane